COC1CCN(CC1)CCNC(=O)C1=CC(=CN1C)NC(=O)C1=CC(=CN1C)NC(C1=CN=C(C=C1)\C=C\C1=CC=C(C=C1)OC)=O (E)-N-(5-((5-((2-(4-methoxypiperidin-1-yl)ethyl)carbamoyl)-1-methyl-1H-pyrrol-3-yl)carbamoyl)-1-methyl-1H-pyrrol-3-yl)-6-(4-methoxystyryl)nicotinamide